COC(\C=C\C12CC(C1)(C2)N(C)C(=O)OC(C)(C)C)=O.OC=2C(=NN(C2)C(C)C)C(C)=O 1-(4-hydroxy-1-isopropyl-1H-pyrazol-3-yl)ethan-1-one methyl-(E)-3-(3-((tert-butoxycarbonyl)(methyl)amino)bicyclo[1.1.1]pentan-1-yl)acrylate